2-(methyl(pyridin-3-ylmethyl)amino)-5-oxo-5H-pyrano[2,3-d]thiazole-6-carboxylic acid CN(C=1SC2=C(N1)OC(C(=C2)C(=O)O)=O)CC=2C=NC=CC2